Allyl 3-phenyl-4,5-dihydroisoxazole-5-carboxylate C1(=CC=CC=C1)C1=NOC(C1)C(=O)OCC=C